C[C@]12CCCC([C@@H]1CC=C([C@@H]2CO)CO)(C)C Drimendiol